N=1C=2C(N=CC1)=CSC2 thieno[3,4-b]pyrazine